N-((1r,4r)-4-(cyanomethoxy)cyclohexyl)-5-(1H-imidazol-1-yl)-1H-pyrazolo[3,4-c]pyridine-7-carboxamide C(#N)COC1CCC(CC1)NC(=O)C=1N=C(C=C2C1NN=C2)N2C=NC=C2